6-Hydroxyhexanoic acid OCCCCCC(=O)O